C(C1=CC=CC=C1)SC1=CC(=C(C=C1)C(C(=O)OC)(C)C)F methyl 2-(4-(benzylthio)-2-fluorophenyl)-2-methylpropanoate